C(C)C1C(CC1)CC 1,2-diethylcyclobutane